COC1=NC(=NC(=C1)OC)NC(=O)NS(=O)(=O)C1=C(N=C2N1C=CC=C2)S(=O)(=O)CC N-[[(4,6-dimethoxy-2-pyrimidinyl)amino]carbonyl]-2-(ethylsulfonyl)imidazo[1,2-a]pyridine-3-sulfonamide